[Br-].C(C1=CC=CC=C1)[P+](CCCCCCCC)(CCCCCCCC)CCCCCCCC benzyl-trioctylphosphonium bromide